O1CCC(CC1)N1CCC(CC1)NC(=O)C1=CC(=CC=2N(C=NC21)CC(F)(F)F)C#CCNC=2C(OC)=CC=C(C2)S(=O)(=O)C N-[1-(tetrahydro-2H-pyran-4-yl)-4-piperidyl]-6-[3-(4-mesyl-2-anisidino)-1-propynyl]-1-(2,2,2-trifluoroethyl)-1H-benzo[d]imidazole-4-carboxamide